COC(=O)[C@H]1NC[C@@H](C1)OCCOS(=O)(=O)C1=CC=C(C)C=C1.NC=1C(=O)NC(C1)=O Aminomaleimide methyl-(2S,4R)-4-(2-(tosyloxy)ethoxy)pyrrolidine-2-carboxylate